Methyl Hydrogen ((E)-2-((2R,3R,4R,5R)-4-Fluoro-3-Hydroxy-5-(2-Isobutyramido-6-Oxo-1,6-Dihydro-9H-Purin-9-yl)Tetrahydrofuran-2-yl)Vinyl)Phosphonate F[C@@H]1[C@@H]([C@H](O[C@H]1N1C=2N=C(NC(C2N=C1)=O)NC(C(C)C)=O)/C=C/P(OC)(O)=O)O